BrC=1C(N(C(=C(C1OCC1=C(C=C(C=C1)F)F)C(CO)O)C)C1=C(C=CC=C1F)F)=O 3-bromo-4-[(2,4-difluorobenzyl)oxy]-1-(2,6-difluorophenyl)-5-(1,2-dihydroxyethyl)-6-methylpyridin-2(1H)-one